O.O.C(CCCCC(=O)O)(=O)O.C(CCCCN)N 1,5-pentanediamine adipate dihydrate